(Z)-3-(4-Butylphenyl)-1-(4-hydroxyphenyl)prop-2-en-1-one C(CCC)C1=CC=C(C=C1)\C=C/C(=O)C1=CC=C(C=C1)O